1,1'-(1,4-phenylene)diethanone C1(=CC=C(C=C1)C(C)=O)C(C)=O